4-bromo-7-methoxy-1-naphthonitrile BrC1=CC=C(C2=CC(=CC=C12)OC)C#N